(2R,3R,4R,5S)-2-(hydroxymethyl)-1-(((S)-1-(2-(trifluoromethyl)phenyl)pyrrolidin-3-yl)methyl)piperidine-3,4,5-triol OC[C@H]1N(C[C@@H]([C@H]([C@@H]1O)O)O)C[C@H]1CN(CC1)C1=C(C=CC=C1)C(F)(F)F